C(C)OCCC(CC1=CNC2=CC=CC=C12)NC(=O)C1=CC2=C(S1)C=C(C=C2)N2CCN(CC2)C N-(4-ethoxy-1-(1H-indol-3-yl)butan-2-yl)-6-(4-methylpiperazin-1-yl)benzo[b]thiophene-2-carboxamide